(S)-2-(3-(2-(3-fluoroazetidine-1-yl)ethyl)-6-oxo-4-cyclopropylpyridazin-1(6H)-yl)-4-methylpentanamide FC1CN(C1)CCC1=NN(C(C=C1C1CC1)=O)[C@H](C(=O)N)CC(C)C